C(#N)C=1C(=C(C=CC1)C1=CC(=CN1)S(=O)(=O)NC1=C(C=C(C(=C1)F)C(F)(F)F)F)F 5-(3-cyano-2-fluorophenyl)-N-[2,5-difluoro-4-(trifluoromethyl)phenyl]-1H-pyrrole-3-sulfonamide